CC=1C(=NC=CC1)N1C=C(C=C1)C(=O)N 3-methylpyridin-2-yl-1H-pyrrole-3-carboxamide